1-[[2-(trifluoromethyl)phenyl]methyl]-1H,4H,5H,6H,7H-imidazo[4,5-c]pyridine-2-carboxylic acid FC(C1=C(C=CC=C1)CN1C(=NC=2CNCCC21)C(=O)O)(F)F